(2S,4R)-N-[4-cyano-4-(2-pyridyl)cyclohexyl]-1-[(2S)-2-(4-cyclopropyltriazol-1-yl)-3,3-dimethyl-butanoyl]-4-hydroxy-pyrrolidine-2-carboxamide C(#N)C1(CCC(CC1)NC(=O)[C@H]1N(C[C@@H](C1)O)C([C@H](C(C)(C)C)N1N=NC(=C1)C1CC1)=O)C1=NC=CC=C1